C(C)(=O)C=1C(=C(NC1C)C1=NC2=C(N1)C=CC(=C2)N2CCN(CC2)C)C=2C=C(C=CC2)NC(C)=O N-(3-(4-acetyl-5-methyl-2-(5-(4-methylpiperazin-1-yl)-1H-benzo[d]imidazol-2-yl)-1H-pyrrol-3-yl)phenyl)acetamide